chlorodi(vinyl)rhodium Cl[Rh](C=C)C=C